(chloro)methanol ClCO